[N+](=O)([O-])C1=CC=C(OC2=C(C=CC(=C2)OC2=CC=C(C=N2)N)C2=CC=CC=C2)C=C1 6-((2-(4-nitrophenoxy)-[1,1'-biphenyl]-4-yl)oxy)pyridin-3-amine